FC(C=1C=C(C(=NC1)C1(CC(=NO1)N1C[C@H](C(C1)(F)F)NS(=O)(=O)C)CO)C1=C(C=CC=C1F)F)F N-[(3R)-1-{5-[5-(difluoromethyl)-3-(2,6-difluorophenyl)pyridin-2-yl]-5-(hydroxymethyl)-4,5-dihydro-1,2-oxazol-3-yl}-4,4-difluoropyrrolidin-3-yl]methanesulfonamide